C1=C(C=CC2=CC(=CC=C12)C(=O)O)C(=O)O.[K] potassium 2,6-naphthalenedicarboxylic acid